COC1=C(C=C2NC(C=3N(C2=C1)N=CC3C)=O)CN3CC(C(=CC3)C=3C=NC(=CC3)C(=O)NC)C 1'-((8-methoxy-3-methyl-4-oxo-4,5-dihydropyrazolo[1,5-a]quinoxalin-7-yl)methyl)-N,3'-dimethyl-1',2',3',6'-tetrahydro-[3,4'-bipyridine]-6-carboxamide